C(CCCCCCCC(C)C)(=O)OC methyl isoundecanoate